4-oxo-5-(2,2,2-trifluoroethylsulfinyl)-1-[4-(trifluoromethoxy)phenyl]cinnoline-3-carboxylic acid O=C1C(=NN(C2=CC=CC(=C12)S(=O)CC(F)(F)F)C1=CC=C(C=C1)OC(F)(F)F)C(=O)O